CN1C(CNCC1)C(=O)N1CCN(CC1)C1=NC=C(C#N)C=C1 6-(4-(1-methylpiperazine-2-carbonyl)piperazin-1-yl)nicotinonitrile